indolizino[1,2-b]quinolin-1-carbamate C=1(C2=CC=3C(N=C2C=CC1)=C1C=CC=CN1C3)NC(=O)[O-]